2-(5-amino-2-(furan-2-yl)-7H-pyrazolo[4,3-e][1,2,4]triazolo[1,5-c]pyrimidin-7-yl)-N-(4-fluorobenzyl)-2-phenylacetamide NC1=NC2=C(C=3N1N=C(N3)C=3OC=CC3)C=NN2C(C(=O)NCC2=CC=C(C=C2)F)C2=CC=CC=C2